1-(4-chlorobenzyl)benzimidazole ClC1=CC=C(CN2C=NC3=C2C=CC=C3)C=C1